mercaptoethyl ether bis(mercaptopropionate) SC(C(=O)O)C.SC(C(=O)O)C.SCCOCCS